FC=1C=2CCCC2C(=C2CCCC12)NC(=O)NS(=O)(=O)C1=NN(C(=C1)CN(C)CC1(CCC1)O)C(C)C N-((8-fluoro-1,2,3,5,6,7-hexahydro-s-indacen-4-yl)carbamoyl)-5-((((1-hydroxycyclobutyl)methyl)(methyl)amino)methyl)-1-isopropyl-1H-pyrazole-3-sulfonamide